C1(CC1)C1=C(C=C(C=C1)CNC(=O)[C@H]1N(C[C@@H](C1)O)C([C@H](C(C)(C)C)N1N=NC(=C1)C1CC1)=O)F (2S,4r)-N-[(4-cyclopropyl-3-fluoro-phenyl)methyl]-1-[(2S)-2-(4-cyclopropyl-triazol-1-yl)-3,3-dimethyl-butyryl]-4-hydroxy-pyrrolidine-2-carboxamide